C(C)OC1C(=CC=C(C1)C(COCC)C)C 5-ethoxy-1-(2-ethoxy-1-methylethyl)-4-methyl-1,3-cyclohexadiene